ClC1=CC=C(N=N1)C(C(=O)OC(C)(C)C)(C(=O)OCC)F 1-tert-butyl 3-ethyl 2-(6-chloropyridazin-3-yl)-2-fluoromalonate